3-bromo-5-methylbenzyl 4-(5-(((1H-1,2,3-triazol-5-yl)methyl)amino)-1,3,4-oxadiazol-2-yl)piperidine-1-carboxylate N1N=NC=C1CNC1=NN=C(O1)C1CCN(CC1)C(=O)OCC1=CC(=CC(=C1)C)Br